(R)-5-chloro-N-(1-(4-chloro-2-fluorophenyl)ethyl)pyrazolo[1,5-a]pyrimidin-7-amine ClC1=NC=2N(C(=C1)N[C@H](C)C1=C(C=C(C=C1)Cl)F)N=CC2